C(C)C(COC(C(C)(C)O)=O)CCCC Alpha-hydroxyisobutyric acid 2-ethylhexyl ester